FC1=NC=CC(=C1)CC1=CC=C(CC2=NOC(=C2)C=2C(=NC=CC2)N)C=C1 3-(3-(4-((2-fluoropyridin-4-yl)methyl)benzyl)isoxazol-5-yl)pyridin-2-amine